COC1(C=C(C(C(C1)(C)C)=O)C#N)C=1SC=C(N1)C 3-methoxy-5,5-dimethyl-3-(4-methyl-1,3-thiazol-2-yl)-6-oxocyclohex-1-ene-1-carbonitrile